(2,2-difluorocyclopropyl)(4-fluorophenyl)methanone FC1(C(C1)C(=O)C1=CC=C(C=C1)F)F